2-(diphenylphosphino)-1,4-benzenediol C1(=CC=CC=C1)P(C1=C(C=CC(=C1)O)O)C1=CC=CC=C1